C(OC1=CC=C(C=C1)NC(C)=O)([2H])([2H])[2H] N-(4-(methoxy-d3)phenyl)acetamide